BrC=1C=CC(=NC1)CCCN1OCC=C1 2-(3-(5-bromopyridine-2-yl)propyl)oxazoleN